ClC=1C=C2C(N(C(=NC2=C(C1)[C@@H](C)N[S@](=O)C(C)(C)C)C1CCOCC1)C)=O (R)-N-((R)-1-(6-chloro-3-methyl-4-oxo-2-(tetrahydro-2H-pyran-4-yl)-3,4-dihydroquinazolin-8-yl)ethyl)-2-methylpropane-2-sulfinamide